[Se]1C2=C(C(=C1)CCN)C=CC=C2 2-(benzo[b]selenophen-3-yl)ethan-1-amine